4H,8H-THIENO[3',2':5,6]PYRIDO[3,2,1-DE]ACRIDINE S1C=CC=2CC=3C=CC=C4CC=5C=CC=CC5N(C34)C21